CCCCCCCCCC/C=C\\[C@@H](CC[C@H]([C@@H](CO)N)O)O The molecule is a sphingoid that is octadec-7-ene substituted by an amino group at position 2 and hydroxy groups at positions 1, 3 and 6 (the 2R,3R,6R,7Z stereoisomer). It is isolated from the marine sponge Haliclona. It has a role as a metabolite. It is a sphingoid and an amino alcohol.